4-methoxy-N-(2-phenyl-1-(propylthio)propane-2-yl)aniline tert-butyl-(cis-3-(4-chloro-5-((3-fluoro-5-(phenylethynyl)pyridin-2-yl)carbamoyl)-1H-pyrazol-1-yl)cyclobutyl)carbamate C(C)(C)(C)N(C(O)=O)[C@@H]1C[C@@H](C1)N1N=CC(=C1C(NC1=NC=C(C=C1F)C#CC1=CC=CC=C1)=O)Cl.COC1=CC=C(NC(CSCCC)(C)C2=CC=CC=C2)C=C1